6-chloro-N-(3-chloro-4-fluorophenyl)-5-(2-(((1r,3r)-3-hydroxycyclobutyl)amino)-2-oxoacetyl)-2,3-dihydro-1H-pyrrolizine-7-carboxamide ClC1=C(N2CCCC2=C1C(=O)NC1=CC(=C(C=C1)F)Cl)C(C(=O)NC1CC(C1)O)=O